iron-chromium-aluminium [Al].[Cr].[Fe]